(R)-7-(4-(2-((2-oxaspiro[3.3]heptan-6-yl)oxy)-5-fluorophenyl)piperidin-1-yl)-2-(1,3,4-oxadiazol-2-yl)-5-oxa-2-azaspiro[3.4]octane C1OCC12CC(C2)OC2=C(C=C(C=C2)F)C2CCN(CC2)[C@H]2COC1(CN(C1)C=1OC=NN1)C2